ethyl 2-[3-[2-[5-[4,6-difluoro-1-(2-trimethylsilylethoxymethyl)indol-5-yl]oxy-2-fluoro-phenyl]-1-methyl-imidazol-4-yl]-3-methyl-2H-benzofuran-7-yl]acetate FC1=C2C=CN(C2=CC(=C1OC=1C=CC(=C(C1)C=1N(C=C(N1)C1(COC2=C1C=CC=C2CC(=O)OCC)C)C)F)F)COCC[Si](C)(C)C